CC1(C2=CC=CC=C2C=2C=CC(=CC12)NC1=CC=2C(C=3C(=C(SC3C3=CC=CC=C3)C3=CC=CC=C3)C2C=C1)(C)C)C N-(9,9-dimethyl-9H-fluoren-2-yl)-8,8-dimethyl-1,3-diphenyl-8H-indeno[1,2-c]thiophene-6-amine